ClC1=C(C(=O)NCCCNCCO)C=CC(=C1)NC=1C=2N(C=CN1)C(=CN2)C2=C(C(=C(C=C2)OC)F)F 2-chloro-4-((3-(2,3-difluoro-4-methoxyphenyl)imidazo[1,2-a]pyrazin-8-yl)amino)-N-(3-((2-hydroxyethyl)amino)propyl)benzamide